NC1=NNC(C2=C1N(C=C2[C@H]2CN(CCC2)C(\C=C\CN(C)C)=O)C2=CC=C(C=C2)OC2=C(C=CC=C2)F)=O (S,E)-7-Amino-3-(1-(4-(dimethylamino)but-2-enoyl)piperidin-3-yl)-1-(4-(2-fluorophenoxy)phenyl)-1,5-dihydro-4H-pyrrolo[2,3-d]pyridazin-4-on